OC1=C(C=CC=C1)C(C=O)=CC=1SC=CC1 2-(hydroxyphenyl)-3-(2-thienyl)-2-propen-1-one